(E) or (Z)-1-(2,4,6-trimethylphenyl)-4-(hydroxyimino)-3-methyl-9-oxo-4,9-dihydro-1H-naphtho[2,3-d]imidazol-3-ium CC1=C(C(=CC(=C1)C)C)N1C=[N+](C2=C1C(C1=CC=CC=C1C2=NO)=O)C